3,5-dihydroxy-7-methoxychromen-4-one OC1=COC2=CC(=CC(=C2C1=O)O)OC